Bifuran C1=COC(=C1)C2=CC=CO2